OC(CCCCCCCCCCCCCCCC(=O)O)CCCC 17-Hydroxy-heneicosanoic acid